FC=1C=C(CNC2=NC=CC3=CC(=NC=C23)C2=CC(=NC=C2)C)C=CC1C1=CC(=NC=C1)F N-(3-fluoro-4-(2-fluoropyridin-4-yl)benzyl)-6-(2-Methylpyridin-4-yl)-2,7-naphthyridin-1-amine